1-amino-7-oxo-1,7-dihydro-3H-spiro[indolizine-2,4'-piperidine] NC1C2=CC(C=CN2CC12CCNCC2)=O